4-[6-(3-Chloro-phenyl)-4-cyano-3-hydroxy-pyridin-2-yl]-4-oxo-butyric acid ethyl ester C(C)OC(CCC(=O)C1=NC(=CC(=C1O)C#N)C1=CC(=CC=C1)Cl)=O